C(C)(=O)O[C@@H]1COCC[C@H]1NC1=NN2C(C=N1)=C(C(=C2C2(CC2)CC)I)F (3S,4R)-4-{[7-(1-ethylcyclopropyl)-5-fluoro-6-iodopyrrolo[2,1-f][1,2,4]triazin-2-yl]amino}oxan-3-yl acetate